C(#N)C1=C(CCC1)C(=O)NC1=C(C=C(C=C1F)C1=CC(=CC=C1)OC([2H])([2H])[2H])F 2-Cyano-N-(3,5-difluoro-3'-(methoxy-d3)-[1,1'-biphenyl]-4-yl)cyclopent-1-ene-1-carboxamide